OC[C@]12[C@H](N(CCC1)C(=O)OC(C)(C)C)CCC2 tert-butyl (4aS,7aR)-4a-(hydroxymethyl)octahydro-1H-cyclopenta[b]pyridine-1-carboxylate